4-chloro-2-(4-(4-fluorophenoxy)phenyl)-5-((((3S,4R)-4-hydroxytetrahydrofuran-3-yl)methyl)amino)pyridazin-3(2H)-one ClC=1C(N(N=CC1NC[C@H]1COC[C@@H]1O)C1=CC=C(C=C1)OC1=CC=C(C=C1)F)=O